C12COCC(CN(C1)C(=O)OC1CC3(CN(C3)CC3=CC=CC=C3)C1)N2 2-benzyl-2-azaspiro[3.3]heptan-6-yl 3-oxa-7,9-diazabicyclo[3.3.1]nonane-7-carboxylate